C(C=C)(=O)O trans-acrylic acid